3-(2-chlorophenyl)-5,5-dimethyl-6,7-dihydro-4H-pyrazolo[1,5-a]pyridine-2-carboxylic acid ClC1=C(C=CC=C1)C=1C(=NN2C1CC(CC2)(C)C)C(=O)O